C(CCCCCCCCCCCCCCC)C[Si](OCC)(C)C hexadecyl-trimethyl-(ethyl)oxysilane